ClC1=C(C=NC(=C1)C(F)(F)F)CNCCO 2-[(4-Chloro-6-(trifluoromethyl)-3-pyridinyl)methylamino]ethanol